4,4-difluoro-3,3-dimethyl-1-(3-quinolyl)isoquinoline FC1(C(N=C(C2=CC=CC=C12)C=1C=NC2=CC=CC=C2C1)(C)C)F